(S)-1-(4-(3-(2-methoxypyridin-3-yl)pyrazolo[1,5-a]pyrimidin-5-yl)piperazin-1-yl)-3,3-dimethyl-2-(methylamino)butan-1-one COC1=NC=CC=C1C=1C=NN2C1N=C(C=C2)N2CCN(CC2)C([C@H](C(C)(C)C)NC)=O